6-((1-benzyl-1H-pyrazol-4-yl)methoxy)-N-(6-chloropyridin-3-yl)isoquinolin-1-amine C(C1=CC=CC=C1)N1N=CC(=C1)COC=1C=C2C=CN=C(C2=CC1)NC=1C=NC(=CC1)Cl